OC1=CC=C(C=C1)C1=NC(=NC(=N1)C1=CC=CC=C1)NC1=CC=C(C=C1)/C=C/C(=O)O (E)-3-(4-((4-(4-hydroxyphenyl)-6-phenyl-1,3,5-triazin-2-yl)amino)phenyl)acrylic acid